(R)-2-(2-Aminopyridin-4-yl)-N-(2-(2-fluoro-3-hydroxy-3-methylbutyl)-1-oxo-6-(pyridin-3-yl)isoindolin-5-yl)oxazole-4-carboxylic acid amide NC1=NC=CC(=C1)C=1OC=C(N1)C(=O)NC=1C=C2CN(C(C2=CC1C=1C=NC=CC1)=O)C[C@H](C(C)(C)O)F